[5-[3-Chloro-2-[2-(4-cyanophenyl)ethyl]-6-fluoro-phenyl]-1,3-dimethyl-6-oxo-pyridazin-4-yl] 2-methylpropanoate CC(C(=O)OC=1C(=NN(C(C1C1=C(C(=CC=C1F)Cl)CCC1=CC=C(C=C1)C#N)=O)C)C)C